ClC=1C=C(C=CC1)CCC#N 3-(3-chlorophenyl)propionitrile